bis(2-ethylhexyl)-tetramethyl-m-xylylenediamine C(C)C(CC1=CC(=C(C=C1CN(C)C)CN(C)C)CC(CCCC)CC)CCCC